N-(2-aminopropyl)-3-aminopropylsilanetriol NC(CNCCC[Si](O)(O)O)C